ClC=1C=C(CN2N=C3C4=C(CCC3=C2)OC(=C4C)C(=O)NCCCN4CCN(CC4)CC)C=CC1 2-(3-chlorobenzyl)-N-[3-(4-ethylpiperazin-1-yl)propyl]-8-methyl-4,5-dihydro-2H-furo[2,3-g]indazole-7-carboxamide